(2R)-2-{2-[(2,5-dimethylphenoxy)methyl]phenyl}-2-methoxy-N-methyl-acetamide CC1=C(OCC2=C(C=CC=C2)[C@H](C(=O)NC)OC)C=C(C=C1)C